C(#N)C1=CC=2N(N=C1)C(=CC2)C2=CC(=C(C=N2)C2=NN=C(S2)N2CC1(C2)CC(C1)NC(C)=O)NC(C)C N-(2-(5-(6-(3-cyanopyrrolo[1,2-b]pyridazin-7-yl)-4-(isopropylamino)pyridin-3-yl)-1,3,4-thiadiazol-2-yl)-2-azaspiro[3.3]hept-6-yl)acetamide